ClC=1C=C2C=C(NC2=CC1C1=NC=C(N=C1)OC)CNC(CC1=NOC=C1)=O N-{[5-chloro-6-(5-methoxy-2-pyrazinyl)-2-indolyl]methyl}(3-isoxazolyl)acetamide